N-{4-[5-(5-{(2S)-1-[(2R)-2-(diethylamino)-2-phenylacetyl]pyrrolidin-2-yl}-1,3,4-oxadiazol-2-yl)-1H-indol-2-yl]phenyl}acetamide C(C)N([C@@H](C(=O)N1[C@@H](CCC1)C1=NN=C(O1)C=1C=C2C=C(NC2=CC1)C1=CC=C(C=C1)NC(C)=O)C1=CC=CC=C1)CC